4-amino-1-(4-formylphenyl)-2-oxo-7-(trifluoromethyl)-1,2-dihydroquinoline-3-carboxylic acid methyl ester COC(=O)C=1C(N(C2=CC(=CC=C2C1N)C(F)(F)F)C1=CC=C(C=C1)C=O)=O